C(CC=C)N(C1=C(C=C(C(=N1)C(=O)O)NC(=O)OC(C)(C)C)C(F)(F)F)C 6-[but-3-enyl(methyl)amino]-3-(tert-butoxycarbonylamino)-5-(trifluoromethyl)pyridine-2-carboxylic acid